N-(((1r,4r)-4-aminocyclohexyl)methyl)-6-(4-methoxy-4-(trifluoromethyl)piperidin-1-yl)-2-methylpyridin-3-amine NC1CCC(CC1)CNC=1C(=NC(=CC1)N1CCC(CC1)(C(F)(F)F)OC)C